(S)-ethyl 2-(1-(3-chloro-5-fluoro-2-((4-methoxyphenoxy) methyl) phenyl) ethylamino)acetate ClC=1C(=C(C=C(C1)F)[C@H](C)NCC(=O)OCC)COC1=CC=C(C=C1)OC